3-(4-methoxyphenyl)-1-(4-(quinoxalin-2-yloxy)phenyl)chalcone COC1=CC=C(C=C1)C=1CC(C=CC1)(\C=C\C(=O)C1=CC=CC=C1)C1=CC=C(C=C1)OC1=NC2=CC=CC=C2N=C1